O=C(C(C(=O)[O-])=O)C(=O)[O-] dioxosuccinate